CNC(=O)C=1C=C(C=CC1)B(O)O 3-(N-METHYLAMINOCARBONYL)PHENYLBORONIC ACID